3-fluoro-4-(1-methyl-1H-1,2,3-triazol-4-yl)benzoic acid FC=1C=C(C(=O)O)C=CC1C=1N=NN(C1)C